3-[4-(1-methyl-1H-pyrazol-5-yl)-7-[1-(oxetan-2-yl)-1H-pyrazol-5-yl]Imidazo[1,5-b]Pyridazin-2-yl]-8-oxa-3-azabicyclo[3.2.1]Octane CN1N=CC=C1C=1C=2N(N=C(C1)N1CC3CCC(C1)O3)C(=NC2)C2=CC=NN2C2OCC2